N1(CCC1)C1=CC2=C(C=C(O2)C(=O)NS(=O)(=O)C2=C(C=CC(=C2)C(C)C)OC2CCC2)C(=C1)F 6-(Azetidin-1-yl)-N-[(2-cyclobutoxy-5-isopropylphenyl)sulfonyl]-4-fluorobenzofuran-2-carboxamide